C1(CC1)CN1C(N(C(C1=O)=O)CC1=NC(=NO1)CC(=O)N(C1=C(C=CC=C1)OC)CC)=O 2-(5-((3-(cyclopropylmethyl)-2,4,5-trioxoimidazolidin-1-yl)methyl)-1,2,4-oxadiazol-3-yl)-N-ethyl-N-(2-methoxyphenyl)acetamide